FC=1C(=NC=CC1)SC=1C=2N(C=C(C1)C=1N=NN(C1)[C@@H]1CNCCC1)N=CC2C#N (S)-4-((3-fluoropyridin-2-yl)thio)-6-(1-(piperidin-3-yl)-1H-1,2,3-triazol-4-yl)pyrazolo[1,5-a]pyridine-3-carbonitrile